COC(CN1C(C2=CC=C(C(=C2C(=N1)C(C)O)F)Br)=O)=O.ClC=1C=CC(=C(COC2=NC(=CC=C2)C2CCNCC2)C1)F 2-((5-chloro-2-fluorobenzyl)oxy)-6-(piperidin-4-yl)pyridine Methyl-2-(6-bromo-5-fluoro-4-(1-hydroxyethyl)-1-oxophthalazin-2(1H)-yl)acetate